OC(C(=O)O)(CCCCCCCCCCCCCC(=O)O)O dihydroxy-Hexadecanedioic acid